S1(NCCC2=C1C=CC=C2)(=O)=O 3,4-dihydro-2H-benzo[e][1,2]thiazine-1,1-dioxide